methyl 6-chloro-4-{[(2,4-dimethoxyphenyl)methyl]amino}pyridazine-3-carboxylate ClC1=CC(=C(N=N1)C(=O)OC)NCC1=C(C=C(C=C1)OC)OC